2-(2-hydroxy-4-ethoxyphenyl)2H-benzotriazole-5-carboxylic acid methyl ester COC(=O)C1=CC=2C(=NN(N2)C2=C(C=C(C=C2)OCC)O)C=C1